4-bromo-6-(trifluoromethyl)picolinonitrile BrC1=CC(=NC(=C1)C(F)(F)F)C#N